((2R,3R,4S,5R,6R)-4-(4-(3-fluorophenyl)-1H-1,2,3-triazol-1-yl)-3,5-dihydroxy-6-(hydroxymethyl)tetrahydro-2H-pyran-2-yl)(4-(4-hydroxyphenyl)-1,4-diazacycloheptan-1-yl)methanone FC=1C=C(C=CC1)C=1N=NN(C1)[C@@H]1[C@H]([C@@H](O[C@@H]([C@@H]1O)CO)C(=O)N1CCN(CCC1)C1=CC=C(C=C1)O)O